ClCC1=CC(=CC2=C1C=C(O2)C=2N=C1N(N=C(C=C1)C)C2)OC 2-(4-(chloromethyl)-6-methoxybenzofuran-2-yl)-6-methylimidazo[1,2-b]pyridazine